C(C)(C)(C)C12N3NC(CC3NCC2NCCC12CC2)Cl tert-butyl-4'-chloro-2',3',7',10'-tetraazaspiro[cyclopropane-1,13'-tricyclo[7.4.0.02,6]tridecane]